Cl.C1(CCC(N1OC(C1=CN=C(C=C1)NN)=O)=O)=O L-6-hydrazinonicotinic acid succinimidyl ester hydrochloride